CC1=CC=C(C=C1)/C=C/C=C/C(=O)C1=CC=CC=C1 (2e,4e)-5-(4-methylphenyl)-1-phenylpentan-2,4-dien-1-one